CS(=O)(=O)C=1N=CC2=C(N1)N(C(C=C2C#C[Si](C(C)C)(C(C)C)C(C)C)=O)[C@H]2CN(CCC2)C(CC)=O (R)-2-(methylsulfonyl)-8-(1-propionylpiperidin-3-yl)-5-((triisopropylsilyl)ethynyl)pyrido[2,3-d]pyrimidin-7(8H)-one